ethyl (±)-1-(sec-butyl)-4-(3-methoxy-3-oxopropanamido)-3-methyl-1H-pyrazole-5-carboxylate [C@@H](C)(CC)N1N=C(C(=C1C(=O)OCC)NC(CC(=O)OC)=O)C |r|